ClC1=C(C=C2C=NNC2=C1)[N+](=O)[O-] 6-chloro-5-nitro-1h-indazole